ClC1=C(C=2N=C(N=C(C2C=N1)N1C[C@H]2CC[C@@H](C1)N2C(=O)OC(C)(C)C)OCC2(CC2)CO)F Tert-butyl (1r,5s)-3-(7-chloro-8-fluoro-2-((1-(hydroxymethyl) cyclopropyl) methoxy) pyrido[4,3-d]pyrimidin-4-yl)-3,8-diazabicyclo[3.2.1]octane-8-carboxylate